ClC=1C=NN(C(C1Cl)=O)CC(=O)NC1=CC(=C(C=C1)C)S(=O)(=O)N1[C@H](CCCC1)CO (R)-2-(4,5-dichloro-6-oxopyridazin-1(6H)-yl)-N-(3-((2-(hydroxymethyl)piperidin-1-yl)sulfonyl)-4-methylphenyl)acetamide